[Si](C)(C)(C(C)(C)C)OCC=1C=C(NC2=NC=C(C(=N2)NC2C(CCCC2)C#N)C)C=C(C1B1OCC(CO1)(C)C)C(F)(F)F 2-[[2-[3-[[tert-butyl(dimethyl)silyl]oxymethyl]-4-(5,5-dimethyl-1,3,2-dioxaborinan-2-yl)-5-(trifluoromethyl)anilino]-5-methyl-pyrimidin-4-yl]amino]cyclohexanecarbonitrile